C(CNC(=O)C1=CC=CC=C1)(=O)O.CN(C1CC2=C(OC3=C2C=C(C=C3)NC(=O)C3=CC=CC2=CSC=C23)CC1)C (-)-N-(N,N-dimethyl-1,2,3,4-tetrahydro-2-amino-dibenzofur-8-yl)benzo[c]thien-4-carboxamide hippurate